CC1=C(C=CC(=C1)C=1C=NN(C1)C1OCCCC1)N1CCCCC1 1-(2-methyl-4-(1-(tetrahydro-2H-pyran-2-yl)-1H-pyrazol-4-yl)phenyl)piperidine